(±)-N-(6,7-Dihydrobenzo[b]pyrrolo[1,2-d][1,4]oxazepin-7-yl)-5-(4-fluorobenzyl)-1H-1,2,4-triazole-3-carboxamide C1=CC=CC=2OC[C@@H](C=3N(C21)C=CC3)NC(=O)C3=NNC(=N3)CC3=CC=C(C=C3)F |r|